C(C)(C)(C)OC(=O)N1C(CC2(CC1)OCCC1=C2SC(=C1)C#N)C 2-cyano-2'-methyl-spiro[4,5-dihydrothieno[2,3-C]pyran-7,4'-piperidine]-1'-carboxylic acid tert-butyl ester